N1=CC=C(C=C1)CNC(=O)NC1=CC=C(C=C1)S(=O)(=O)C1=CC=C(C)C=C1 1-Pyridin-4-ylmethyl-3-[4-(toluene-4-sulfonyl)-phenyl]-urea